[C@@H]1(C[C@@H](CCC1)C(=O)O)C(=O)O (1R,3R)-1,3-cyclohexanedicarboxylic acid